tert-Butyl 4-(4-(2-aminoethyl)-2,5-difluorophenyl)-3,6-dihydropyridine-1(2H)-carboxylate NCCC1=CC(=C(C=C1F)C=1CCN(CC1)C(=O)OC(C)(C)C)F